ClC1=C(C=CC(=C1)C(C)(C)O)[S@@](=O)(N)=NC(NC1=C2CCCC2=C(C=2CCCC12)F)=O (R)-2-chloro-N'-(8-fluoro-1,2,3,5,6,7-hexahydro-s-indacen-4-ylcarbamoyl)-4-(2-hydroxypropan-2-yl)benzenesulfonimidamide